6-methoxy-5-methyl-quinazoline-2,4-diol COC=1C(=C2C(=NC(=NC2=CC1)O)O)C